2,4-bistrifluoromethyl-benzaldehyde FC(C1=C(C=O)C=CC(=C1)C(F)(F)F)(F)F